4-(4-((3-Methoxy-3-oxopropyl)amino)-2-methylphenyl)piperazine-1-carboxylic acid tert-butyl ester C(C)(C)(C)OC(=O)N1CCN(CC1)C1=C(C=C(C=C1)NCCC(=O)OC)C